Cl.C[C@H]1O[C@H](CNC1)C(=O)OC |r| rac-methyl (2R,6R)-6-methylmorpholine-2-carboxylate hydrochloride